(R)-7-(tert-butyldimethylsilyloxy)-4-chloro-6,7-dihydro-5H-cyclopenta[b]pyridine [Si](C)(C)(C(C)(C)C)O[C@@H]1CCC=2C1=NC=CC2Cl